4-(chlorodifluoromethoxy)benzene ClC(OC1=CC=CC=C1)(F)F